5-(3-((2-(2-fluoropyridin-3-yl)-4-((methylamino)methyl)-1H-pyrrol-1-yl)sulfonyl)phenyl)furan-2-carboxamide FC1=NC=CC=C1C=1N(C=C(C1)CNC)S(=O)(=O)C=1C=C(C=CC1)C1=CC=C(O1)C(=O)N